NC1=NC(=C2N=CNC2=N1)OCC1=CC=C(CNC(=O)C2=C(C(=C(C(=O)[O-])C(=C2F)C2=C3C=C4C(=CC(N(C4=CC3=[O+]C3=C2C=C2C(=CC(N(C2=C3)C)(C)C)C)C)(C)C)C)F)F)C=C1 4-((4-(((2-Amino-9H-purin-6-yl)oxy)methyl)benzyl)carbamoyl)-2,3,5-trifluoro-6-(1,2,2,4,8,10,10,11-octamethyl-1,2,10,11-tetrahydropyrano[3,2-g:5,6-g']diquinolin-13-ium-6-yl)benzoate